methyl 4-(3-aminocyclobutoxy)-3-hydroxybenzoate NC1CC(C1)OC1=C(C=C(C(=O)OC)C=C1)O